C(C)[NH+](CCC)C ethyl-methyl-propyl-ammonium